ClC=1C=C(C=C(C1)Cl)C1=CC(=CC(=N1)OC=1C=NC(=NC1)N1CCN(CCC1)C(=O)OC(C)(C)C)C(=O)OC tert-Butyl 4-(5-((6-(3,5-dichlorophenyl)-4-(methoxycarbonyl)pyridin-2-yl)oxy)pyrimidin-2-yl)-1,4-diazepane-1-carboxylate